C12C(CC(CC1)CC2)C(C)NS(=O)(=O)C2=C(C=C(C=C2)NC(C2=C(C=CC=C2)C)=O)C N-(4-(N-(1-(bicyclo[2.2.2]octan-2-yl)ethyl)sulfamoyl)-3-methylphenyl)-2-methylbenzamide